6-(3-amino-6-(2-fluoro-4-(3-isopropylpiperidin-1-yl)phenyl)pyrazin-2-yl)-3,4-dihydroisoquinolin-1(2H)-one NC=1C(=NC(=CN1)C1=C(C=C(C=C1)N1CC(CCC1)C(C)C)F)C=1C=C2CCNC(C2=CC1)=O